di(methyl)n-butyl-(isopropoxy)silane C[Si](OC(C)C)(CCCC)C